6-Chloro-7-methoxy-2-methyl-3-(2'-methyl-[1,1'-biphenyl]-4-yl)quinolin-4(1H)-one ClC=1C=C2C(C(=C(NC2=CC1OC)C)C1=CC=C(C=C1)C1=C(C=CC=C1)C)=O